CC(C)OCCN 2-(prop-2-yloxy)ethylamine